O1COC2=C1C=CC=C2CNC(=O)C2=CC(=NC=C2)N2CCCCC2 N-(1,3-benzodioxol-4-ylmethyl)-2-(1-piperidyl)pyridine-4-carboxamide